5-(5-(p-toluenesulfonyloxy)pentyl)thieno[3,2-b]Pyridine-6-carboxylic acid tert-butyl ester C(C)(C)(C)OC(=O)C=1C=C2C(=NC1CCCCCOS(=O)(=O)C1=CC=C(C)C=C1)C=CS2